2-(2-(cyclopropanesulfonylamino)thiazol-4-yl)-2-methyl-N-(4-(6-(pyrrolidin-1-yl)pyrazin-2-yl)phenyl)propanamide C1(CC1)S(=O)(=O)NC=1SC=C(N1)C(C(=O)NC1=CC=C(C=C1)C1=NC(=CN=C1)N1CCCC1)(C)C